2,2,2-trifluoroethyl benzenesulfonate C1(=CC=CC=C1)S(=O)(=O)OCC(F)(F)F